COC1=NC(=NC=C1C=1C=NNC1)N1C(N(C2(C1)CCN(CC2)C(CC(C)C)=O)CC2=CC(=CC=C2)OC)=O 3-(4-methoxy-5-(1H-pyrazol-4-yl)pyrimidin-2-yl)-1-(3-methoxybenzyl)-8-(3-methylbutyryl)-1,3,8-triazaspiro[4.5]decan-2-one